(2-cyclopropoxy-4-fluorophenyl)(6-{5-(trifluoromethyl)-3-[o-(trifluoromethyl)phenyl]-1-pyrazolyl}-2-aza-2-spiro[3.3]heptyl)methanone C1(CC1)OC1=C(C=CC(=C1)F)C(=O)N1CC2(C1)CC(C2)N2N=C(C=C2C(F)(F)F)C2=C(C=CC=C2)C(F)(F)F